4-(2-fluoro-6-hydroxyphenyl)-N-(3-(methylsulfonamido)phenyl)thiophene-2-carboxamide FC1=C(C(=CC=C1)O)C=1C=C(SC1)C(=O)NC1=CC(=CC=C1)NS(=O)(=O)C